O=C1C(=C(C=NN1COCC[Si](C)(C)C)N1C(C2=NC=CC=C2C1)COCCC(=O)O)C(F)(F)F 3-([6-[6-oxo-5-(trifluoromethyl)-1-[[2-(trimethylsilyl)ethoxy]methyl]-1,6-dihydropyridazin-4-yl]-5H,6H,7H-pyrrolo[3,4-b]pyridin-7-yl]methoxy)propanoic acid